2-[[2-(difluoromethyl)phenyl]methyl]-2H,4H,5H,6H,7H-pyrazolo[4,3-c]pyridine-3,5-dicarboxylic acid 5-tert-butyl 3-ethyl ester C(C)OC(=O)C=1N(N=C2C1CN(CC2)C(=O)OC(C)(C)C)CC2=C(C=CC=C2)C(F)F